5-(3-acetyl-1-(2-((2S,4R)-2-((6-bromopyridin-2-yl)carbamoyl)-4-fluoropyrrolidin-1-yl)-2-oxoethyl)-1H-indazol-5-yl)pyrimidine-2-carboxylic acid C(C)(=O)C1=NN(C2=CC=C(C=C12)C=1C=NC(=NC1)C(=O)O)CC(=O)N1[C@@H](C[C@H](C1)F)C(NC1=NC(=CC=C1)Br)=O